1-Imino-1,2-dihydro-3H-1λ4-benzo[d]isothiazol-3-one 1-oxide N=S1(NC(C2=C1C=CC=C2)=O)=O